CN(NC(OC(C)(C)C)=O)C(=O)C1=NC=CC=C1 tert-butyl N-[methyl(pyridine-2-carbonyl)amino]carbamate